N,N-dihydroxyethylglycine menthyl ester C1(CC(C(CC1)C(C)C)OC(C(N(O)O)CC)=O)C